COC(=O)C=1C(N(C2=CC(=CC=C2C1N)Br)C1=CC=C(C=C1)C(C)=O)=O 1-(4-Acetylphenyl)-4-amino-7-bromo-2-oxo-1,2-dihydroquinoline-3-carboxylic acid methyl ester